C(C)(C)(C)OC(=O)N1CCN(CC1)C1=NC=C(C=N1)C(F)(F)F 4-[5-(trifluoromethyl)pyrimidin-2-yl]piperazine-1-carboxylic acid tert-butyl ester